CC1(OC(C2=C1C=C(C=C2)NC2=NC=C(C(=N2)N[C@H](CO)C2=CC=CC=C2)C(=O)NCCCN2CCOCC2)=O)C 2-[(3,3-dimethyl-1-oxo-1,3-dihydro-2-benzofuran-5-yl)amino]-4-{[(1S)-2-hydroxy-1-phenylethyl]amino}-N-[3-(morpholin-4-yl)propyl]pyrimidine-5-carboxamide